(S)-4-(trifluoromethyl)-5-((1-(3-(4-(5-(trifluoromethyl)pyrimidin-2-yl)piperazine-1-carbonyl)-1H-Pyrrol-1-yl)propan-2-yl)amino)pyridazin-3(2H)-one FC(C=1C(NN=CC1N[C@H](CN1C=C(C=C1)C(=O)N1CCN(CC1)C1=NC=C(C=N1)C(F)(F)F)C)=O)(F)F